C(C)(C)(C)OC(=O)N1CCC(CC1)N1N=CC(=C1)B1OC(C(O1)(C)C)(C)C 4-[4-(4,4,5,5-tetramethyl-1,3,2-dioxaborolan-2-yl)pyrazol-1-yl]Piperidine-1-carboxylic acid tert-butyl ester